N-[3-(3-amino-1H-indazol-6-yl)-2,4-difluorophenyl]-5-chloro-2-methoxypyridine NC1=NNC2=CC(=CC=C12)C=1C(=C(C=CC1F)N1C(C=CC(=C1)Cl)OC)F